2-(4-(bis(4-aminobutyl)amino)butyl)-6-(diethylamino)-1H-benzo[de]isoquinoline-1,3(2H)-dione NCCCCN(CCCCN1C(C2=CC=CC=3C2=C(C1=O)C=CC3N(CC)CC)=O)CCCCN